2-(triisopropylsilyloxymethyl)spiro[7H-cyclopenta[b]pyridine-6,4'-piperidine]-5-one C(C)(C)[Si](OCC1=CC=C2C(=N1)CC1(CCNCC1)C2=O)(C(C)C)C(C)C